4-epoxycyclohexylmethyl-3,4-epoxy-cyclohexanecarboxylate C12(C(CCCC1)O2)CC21C(CC(CC2)C(=O)[O-])O1